3-(2-bromo-6-fluorophenyl)-2,7-dihydro-1H-2a,4,6,7,9,9a-hexaazadicyclopenta[cd,f]azulene BrC1=C(C(=CC=C1)F)C1=NC2=CN=C3N(C4=C2N1CC4)N=CN3